[N+](=O)([O-])C=1C=C(C=C2NCCNC12)C(=O)OC methyl 8-nitro-1,2,3,4-tetrahydroquinoxaline-6-carboxylate